7-(1-(3-(6-(Benzyloxy)pyridin-3-yl)-4,4-difluoropiperidin-1-yl)-2,2,2-trifluoroethyl)-3-(2,4-difluorophenoxy)-1,6-naphthyridine C(C1=CC=CC=C1)OC1=CC=C(C=N1)C1CN(CCC1(F)F)C(C(F)(F)F)C1=NC=C2C=C(C=NC2=C1)OC1=C(C=C(C=C1)F)F